FC=1C=C(CN2C3=C(SCC2=O)SC(=C3)C(=O)NC3=CNC2=CC=CC=C32)C=C(C1)C(F)(F)F 1-(3-fluoro-5-(trifluoromethyl)benzyl)-N-(1H-indol-3-yl)-2-oxo-2,3-dihydro-1H-thieno[2,3-b][1,4]thiazine-6-carboxamide